OC1=CC=C(C=C1)C(CCC)(CCC)C1=CC=C(C=C1)O 4,4-Bis(4-hydroxy-phenyl)heptan